4-(2-{[(2R,7aS)-2-fluoro-hexahydro-1H-pyrrolizin-7a-yl]methoxy}-8-fluoro-4-(4-methanesulfonylpiperidin-1-yl)pyrido[4,3-d]pyrimidin-7-yl)-5-ethynyl-6-fluoronaphthalen-2-ol F[C@@H]1C[C@@]2(CCCN2C1)COC=1N=C(C2=C(N1)C(=C(N=C2)C2=CC(=CC1=CC=C(C(=C21)C#C)F)O)F)N2CCC(CC2)S(=O)(=O)C